24-Methyl-13-hexatriacontene CC(CCCCCCCCCC=CCCCCCCCCCCCC)CCCCCCCCCCCC